4-(3-cyclobutyl-4-methyl-5-oxo-4,5-dihydro-1H-1,2,4-triazol-1-yl)-5-fluoro-N-(2-fluoro-6-methylphenyl)-2-{[(2S)-1,1,1-trifluoropropan-2-yl]oxy}benzamide C1(CCC1)C1=NN(C(N1C)=O)C1=CC(=C(C(=O)NC2=C(C=CC=C2C)F)C=C1F)O[C@H](C(F)(F)F)C